FC=1C=C2C(=CC=NC2=CC1OC)C1NCCC12CCNCC2 (6-fluoro-7-methoxy-4-quinolinyl)-2,8-diazaspiro[4.5]decane